COO[Si](C(C)(C)C)(C(C)(C)C)C(C)(C)C methyl-tri-tert-butyl-peroxysilane